8-sulfo-2,3-naphthalenedicarboxylic acid S(=O)(=O)(O)C=1C=CC=C2C=C(C(=CC12)C(=O)O)C(=O)O